9,11,13,15-octadecatetraenoic acid C(CCCCCCCC=CC=CC=CC=CCC)(=O)O